8-(2',6'-bis(benzyloxy)-[2,3'-bipyridin]-5-yl)-1,4-dioxa-8-azaspiro[4.5]decane C(C1=CC=CC=C1)OC1=NC(=CC=C1C1=NC=C(C=C1)N1CCC2(OCCO2)CC1)OCC1=CC=CC=C1